tetrafluoro-6-(N-(3-fluoro-4-methoxyphenyl)sulfamoyl)-N,N-dimethylbenzamide FC=1C(=C(C(=C(C(=O)N(C)C)C1S(NC1=CC(=C(C=C1)OC)F)(=O)=O)F)F)F